(1R,2S,4S)-6-oxobicyclo[2.2.1]heptane-2-carboxylic acid O=C1C[C@@H]2C[C@@H]([C@H]1C2)C(=O)O